C(C)(C)(C)OC(N[C@H]1C2(CN3N=NC=C31)CCN(CC2)C2=NC=C(C=3N2C=CN3)Br)=O (S)-(1-(8-bromoimidazo[1,2-c]pyrimidin-5-yl)-4'H,6'H-spiro[piperidine-4,5'-pyrrolo[1,2-c][1,2,3]triazol]-4'-yl)carbamic acid tert-butyl ester